3-(benzothiazol-2-yl)-7-fluoro-coumarin S1C(=NC2=C1C=CC=C2)C=2C(OC1=CC(=CC=C1C2)F)=O